tert-Butyl 5-chloro-3-(4-(methylcarbamoyl)phenyl)-1H-pyrazolo[3,4-c]pyridine-1-carboxylate ClC=1C=C2C(=CN1)N(N=C2C2=CC=C(C=C2)C(NC)=O)C(=O)OC(C)(C)C